2-(2-((5-(1-aminoisoquinolin-5-yl)-2,2',3,3',5',6'-hexahydrospiro[indene-1,4'-pyran]-3-yl)oxy)phenyl)acetic acid NC1=NC=CC2=C(C=CC=C12)C=1C=C2C(CC3(CCOCC3)C2=CC1)OC1=C(C=CC=C1)CC(=O)O